2-[3-chloro-5-(trifluoromethyl)pyridin-2-yl]-6-ethyl-5-hydroxy-4-[3-(trifluoromethyl)-1H-pyrazol-1-yl]pyridazin-3(2H)-one ClC=1C(=NC=C(C1)C(F)(F)F)N1N=C(C(=C(C1=O)N1N=C(C=C1)C(F)(F)F)O)CC